IC1=C2C=CC=NC2=CC(=C1)[N+](=O)[O-] 5-iodo-7-nitroquinolin